(Z)-4-(1-bromo-3-oxoprop-1-en-1-yl)benzonitrile Br\C(=C/C=O)\C1=CC=C(C#N)C=C1